5,7-DIMETHYL-2-(4-ETHYLPHENYL)-1H-INDOLE-3-CARBOXALDEHYDE CC=1C=C2C(=C(NC2=C(C1)C)C1=CC=C(C=C1)CC)C=O